N-[4-[(Z)-3-(4-Hydroxy-3-methoxyphenyl)prop-2-enoyl]phenyl]-2-[[5-(3-nitrophenyl)-1,3,4-oxadiazol-2-yl]sulfanyl]acetamide OC1=C(C=C(C=C1)\C=C/C(=O)C1=CC=C(C=C1)NC(CSC=1OC(=NN1)C1=CC(=CC=C1)[N+](=O)[O-])=O)OC